CCCCCCCC/C=C\\CCCCCCCC(=O)NCCS(=O)(=O)[O-] The molecule is a fatty acid-taurine conjugate obtained by deprotonation of the sulfonate group of N-oleoyltaurine; major species at pH 7.3. It is a conjugate base of a N-oleoyltaurine.